Ethyl 1-(5-{5-[2-ethoxy-6-(trifluoromethyl)pyridin-4-yl]-7-({[1-(methoxymethyl) cyclopentyl] methyl}amino)-1H-imidazo[4,5-b]pyridin-2-yl}pyrazin-2-yl)piperidine-4-carboxylate C(C)OC1=NC(=CC(=C1)C1=CC(=C2C(=N1)N=C(N2)C=2N=CC(=NC2)N2CCC(CC2)C(=O)OCC)NCC2(CCCC2)COC)C(F)(F)F